2-hydroxy-4-ethoxy-4'-methoxybenzophenone OC1=C(C(=O)C2=CC=C(C=C2)OC)C=CC(=C1)OCC